tert-Butyl (1R,5S)-3-benzyl-6-hydroxy-1,5-dimethyl-3,8-diazabicyclo[3.2.1]octane-8-carboxylate C(C1=CC=CC=C1)N1C[C@]2(CC([C@](C1)(N2C(=O)OC(C)(C)C)C)O)C